C(#C)[C@@H]1[C@H](C1)CN1CCCC1 |o1:2,3| rel-1-(((1S,2S)-2-ethynylcyclopropyl)methyl)pyrrolidine